tert-butyl 4-(5-chlorobenzo[d]thiazol-2-yl)-4-hydroxypiperidine-1-carboxylate ClC=1C=CC2=C(N=C(S2)C2(CCN(CC2)C(=O)OC(C)(C)C)O)C1